C(C)C1C(NC=2C=C(C=NC2C1)CN1CCN(CC1)C=1C=CC(=NC1C)C(=O)NC([2H])([2H])[2H])=O 5-(4-((7-Ethyl-6-oxo-7,8-dihydro-1,5-naphthyridin-3-yl)methyl)piperazin-1-yl)-6-methyl-N-(methyl-d3)pyridine-2-carboxamide